C1(CCCCCCCCCCC1)=O cyclododec-anone